2-[2,3-difluoro-4-(fluoromethoxy)phenyl]4,4,5,5-tetramethyl-1,3,2-dioxaborolan FC1=C(C=CC(=C1F)OCF)B1OC(C(O1)(C)C)(C)C